C1(CCCCC1)NC1=NC(=NC=C1C1=COC=C1)NC1=CC(=CC(=C1)Cl)Cl N4-cyclohexyl-N2-(3,5-dichlorophenyl)-5-(furan-3-yl)pyrimidine-2,4-diamine